C(C)(CC)C1C(NC2=C(CN1C1=NC=NC=N1)C=CC=C2)=O 3-(sec-butyl)-4-(1,3,5-triazin-2-yl)-1,3,4,5-tetrahydro-2H-benzo[1,4]diazepin-2-one